2,2,2-Trifluoro-1-(naphthalen-2-yl)ethan-1-imine FC(C(=N)C1=CC2=CC=CC=C2C=C1)(F)F